rac-(RS)-2-(2-fluoro-4-methoxyphenyl)-6-methyl-3-(pyridin-4-yl)-4,5,6,7-tetrahydropyrazolo[1,5-a]pyrazine FC1=C(C=CC(=C1)OC)C1=NN2C(CN[C@@H](C2)C)=C1C1=CC=NC=C1 |r|